OC[C@H](C1=CC=CC=C1)NC1=CC(=NC=C1C=1OC(=NN1)C=1C=NC=CC1)NC1=CC=C2C(=N1)C(OB2O)(C)C (S)-5-((4-((2-hydroxy-1-phenylethyl)amino)-5-(5-(pyridin-3-yl)-1,3,4-oxadiazol-2-yl)pyridin-2-yl)amino)-3,3-dimethyl-[1,2]oxaborolo[4,3-b]pyridin-1(3H)-ol